6-(3-amino-1-(3-(prop-2-yn-1-ylamino)phenyl)-1H-pyrazol-4-yl)-3,4-dihydroisoquinolin-1(2H)-one NC1=NN(C=C1C=1C=C2CCNC(C2=CC1)=O)C1=CC(=CC=C1)NCC#C